para-carboxybiphenyl tert-butyl-3-(6-{2,8-dimethylimidazo[1,2-b]pyridazin-6-yl}-8-fluoro-1-oxoisoquinolin-2-yl)pyrrolidine-1-carboxylate C(C)(C)(C)OC(=O)N1CC(CC1)N1C(C2=C(C=C(C=C2C=C1)C=1C=C(C=2N(N1)C=C(N2)C)C)F)=O.C(=O)(O)C2=CC=C(C=C2)C2=CC=CC=C2